FS(=O)(=O)C=1C=C(C(=O)O)C=C(C1)C#C[Si](C)(C)C 3-(fluorosulfonyl)-5-((trimethylsilyl)ethynyl)benzoic acid